CC=1C(=NC(=NC1)NC1=CC=NN1C)C=1N=C(OC1)C(=O)NCCC1=C(C=CC=C1)SC 4-(5-methyl-2-((1-methyl-1H-pyrazol-5-yl)amino)pyrimidin-4-yl)-N-(2-(methylthio)phenethyl)oxazole-2-carboxamide